tert-butyl (3S,5R)-4-{2-[4-({[(4-chlorophenyl)methyl]amino}carbonylamino)phenyl]acetyl}-3,5-dimethylpiperazinecarboxylate ClC1=CC=C(C=C1)CNC(=O)NC1=CC=C(C=C1)CC(=O)N1[C@H](CN(C[C@H]1C)C(=O)OC(C)(C)C)C